C(C)C(C(=O)O)(C)Br.N1CC(C1)C1=CN(C2=C1C=NC(=C2)NC(C)=O)C2=NC(=CC(=C2)C)[C@]2(COCC2)OC (R)-N-(3-(azetidin-3-yl)-1-(6-(3-methoxytetrahydrofuran-3-yl)-4-methylpyridin-2-yl)-1H-pyrrolo[3,2-c]pyridin-6-yl)acetamide 2-ethyl-bromopropionate